2-bromo-1-((2-(trimethylsilyl)ethoxy)methyl)-1H-imidazole BrC=1N(C=CN1)COCC[Si](C)(C)C